C(C)(C)(C)C1=C(N=C(S1)NC(CCNC(C1=CC(=CC(=C1)C1=NOC(=N1)C)Cl)=O)=O)C N-[3-[(5-tert-butyl-4-methyl-thiazol-2-yl)amino]-3-oxo-propyl]-3-chloro-5-(5-methyl-1,2,4-oxadiazol-3-yl)benzamide